tert-butyl-(((R)-2-((3E,7E)-12,12-difluoro-4,8-dimethyldodecane-3,7,11-trien-1-yl)-2,5,7,8-tetramethylchroman-6-yl)oxy)dimethylsilane C(C)(C)(C)[Si](C)(C)OC=1C(=C2CC[C@@](OC2=C(C1C)C)(C)CC\C=C(\CC\C=C(\CCC=C(F)F)/C)/C)C